BrC=1C=CC(=NC1)C(C)O 1-(5-Bromopyridin-2-yl)ethan-1-ol